C1(CCC1)N1CCN(CC1)C1=NC=CC(=C1)C1=CC2=C(N(C(O2)=O)CC2=NC=C(C=C2)C=2OC(=NN2)C(F)F)C=C1F 6-(2-(4-cyclobutylpiperazine-1-yl)pyridine-4-yl)-3-((5-(5-(difluoromethyl)-1,3,4-oxadiazole-2-yl)pyridine-2-yl)methyl)-5-fluorobenzo[d]oxazole-2(3H)-one